NCCCN1C[C@@H](C(C1)(C)C)NC(OC(C)(C)C)=O tert-butyl N-[(3R)-1-(3-aminopropyl)-4,4-dimethylpyrrolidin-3-yl]carbamate